COC1=C(C=CC(=C1)N1CCN(CC1)C)NC1=NC=C(C(=N1)NCCCNC(=O)C1CCC1)C(F)(F)F N-(3-((2-((2-methoxy-4-(4-methylpiperazin-1-yl)phenyl)amino)-5-(trifluoromethyl)pyrimidine-4-yl)amino)propyl)cyclobutanecarboxamide